L-3,5-Dimethyl-phenyl-magnesium bromide CC=1C=C(C=C(C1)C)[Mg]Br